O1C(CCC1)C=1C=NN2C1CN(CC2)C(=O)OC(C)(C)C tert-butyl 3-(tetrahydrofuran-2-yl)-6,7-dihydropyrazolo[1,5-a]pyrazine-5(4H)-carboxylate